1-butyl-2,3-dimethyl-imidazolium hexafluorophosphate F[P-](F)(F)(F)(F)F.C(CCC)N1C(=[N+](C=C1)C)C